ClC1=CC=C(C=C1)/C=C/C(=O)C1=CC=C(OCCCC(=O)O)C=C1 4-[4-[(E)-3-(4-Chlorophenyl)prop-2-enoyl]phenoxy]butanoic acid